1-(4-cyclopropyloxy-3-nitrophenyl)-4-isopropylpiperazine C1(CC1)OC1=C(C=C(C=C1)N1CCN(CC1)C(C)C)[N+](=O)[O-]